methylamine lead fluoride [Pb](F)F.CN